O[C@@H]1[C@@H](COC1)OC1=CC=CC(=N1)S(=O)(=O)NC1=NC(=C(C=C1)C(F)(F)F)C1=C(C=CC=C1)C 6-{[(3R,4S)-4-hydroxyoxolane-3-yl]oxy}-N-[6-(2-methylphenyl)-5-(trifluoromethyl)pyridin-2-yl]pyridine-2-sulfonamide